[Na+].[Na+].P([O-])(=O)(OP(=O)([O-])O)OC[C@@H]1[C@H]([C@H]([C@@H](O1)N1C=NC=2C(=O)NC(N)=NC12)O)O Guanosine 5'-diphosphate disodium salt